ClC1=C(C=CC(=N1)/C(=N/OCC)/N)CS(NC)(=O)=O (Z)-6-chloro-N'-ethoxy-5-(N-methylsulfamoyl)methylpyridineamidine